2-[2'-cyclobutyl-3'-fluoro-6-({(1S,3R,4S)-3-hydroxy-4-[(1,4,4-trimethyl-L-prolyl)amino]cyclopentyl}oxy)[1,1'-biphenyl]-3-yl]-2-methylpropanoic acid C1(CCC1)C1=C(C=CC=C1F)C1=CC(=CC=C1O[C@@H]1C[C@H]([C@H](C1)NC([C@H]1N(CC(C1)(C)C)C)=O)O)C(C(=O)O)(C)C